tert-Butyl 6-((6-((3,4-dihydroisoquinolin-2(1H)-yl)methyl)-4-oxo-4H-pyran-3-yl)oxy)-2-azaspiro[3.3]heptane-2-carboxylate C1N(CCC2=CC=CC=C12)CC1=CC(C(=CO1)OC1CC2(CN(C2)C(=O)OC(C)(C)C)C1)=O